(2S)-cyclopentyl 2-(((4-nitrophenoxy)(phenoxy)phosphoryl)amino)propanoate [N+](=O)([O-])C1=CC=C(OP(=O)(OC2=CC=CC=C2)N[C@H](C(=O)OC2CCCC2)C)C=C1